N1CCC(CC1)CC#N 2-(piperidin-4-yl)acetonitrile